Cl.COC1=CC2=C(N(C(O2)=O)CCN)C=C1 2-(6-methoxy-2-oxo-2,3-dihydro-1,3-benzoxazol-3-yl)ethylamine hydrochloride